N-(4-(1H-pyrazol-1-yl)benzyl)-N-(3-methoxybenzyl)-2-(morpholinomethyl)pyridin-4-amine N1(N=CC=C1)C1=CC=C(CN(C2=CC(=NC=C2)CN2CCOCC2)CC2=CC(=CC=C2)OC)C=C1